F[P-](F)(F)(F)(F)F.N1(CCCC1)[PH3+] (1-pyrrolidinyl)-phosphonium hexafluorophosphate